N-(4-nitrophenyl)-N-phenyl-1,2,3,5,6,7-hexahydropyrrolo[3,4-f]isoindol-4-amine [N+](=O)([O-])C1=CC=C(C=C1)N(C=1C2=C(C=C3CNCC13)CNC2)C2=CC=CC=C2